C1C/C(=C\\C(=O)C(=O)O)/C=C[C@@H]1O The molecule is a 3-(4-hydroxycyclohex-2-en-1-ylidene)pyruvic acid having 1E,4R stereochemistry. It has a role as a bacterial metabolite. It is a conjugate acid of a 3-[(1E,4R)-4-hydroxycyclohex-2-en-1-ylidene]pyruvate.